C(C=C)(=O)N1[C@@H](CCC1)C1=C2C=C(N=CC2=C(C=C1)N1[C@@H]([C@H](C1)N(S(=O)(=O)C)C(C)C)C)NC1=NC(=NC=C1)N1CCC(CC1)OC N-((2R,3S)-1-(5-((S)-1-acryloylpyrrolidin-2-yl)-3-((2-(4-methoxypiperidin-1-yl)pyrimidin-4-yl)amino)isoquinolin-8-yl)-2-methylazetidin-3-yl)-N-isopropylmethanesulfonamide